FC=1C=C(C=CC1[Si](C)(C)C)NC([C@H](NC(CN1C=CC(C=C1)=O)=O)C1=CC=C(C=C1)COC)=O (2R)-N-(3-fluoro-4-(trimethylsilyl)phenyl)-2-(4-(methoxymethyl)phenyl)-2-(((4-oxopyridin-1(4H)-yl)acetyl)amino)acetamide